5-[(3S)-2-[1-(5-Fluoro-4-hydroxy-pyrimidin-2-yl)piperidine-4-carbonyl]isoxazolidin-3-yl]pyridine-3-carbonitrile FC=1C(=NC(=NC1)N1CCC(CC1)C(=O)N1OCC[C@H]1C=1C=C(C=NC1)C#N)O